(S)-2-amino-4-(methylthio)-N-(4-phenylthiazol-2-yl)butanamide trifluoroacetate salt FC(C(=O)O)(F)F.N[C@H](C(=O)NC=1SC=C(N1)C1=CC=CC=C1)CCSC